chlororhamnose ClC(=O)[C@H](O)[C@H](O)[C@@H](O)[C@@H](O)C